COC1=CC(=NC=C1C1=CC=C(C=C1)C(F)(F)F)C(=O)O 4-methoxy-5-[4-(trifluoromethyl)phenyl]pyridine-2-carboxylic acid